CC=1C=C2C(C=C(OC2=C(C1)C(C)NC1=C(C(=O)O)C=CC=C1)C1=CC=2C(N=C1)=NN(C2)C)=O 2-[1-[6-Methyl-2-(2-methylpyrazolo[3,4-b]pyridin-5-yl)-4-oxo-chromen-8-yl]ethylamino]benzoic acid